OC(CNC(\C=C\C=C\C=CCCCCCCC)=O)(C)C 2E,4E,8Z-tetradecatrienoic acid-N-(2-hydroxy-2-methylpropyl)amide